(E)-2-(3-chlorobenzyl)hydrazinecarboxamide tert-butyl-(2R,3S,4S)-4-[(tert-butoxycarbonyl)oxy]-2-[(4-methoxyphenyl)methyl]-3-[(2-phenylacetyl)oxy]pyrrolidine-1-carboxylate C(C)(C)(C)OC(=O)N1[C@@H]([C@@H]([C@H](C1)OC(=O)OC(C)(C)C)OC(CC1=CC=CC=C1)=O)CC1=CC=C(C=C1)OC.ClC=1C=C(CNNC(=O)N)C=CC1